3-(5-hydroxy-1-oxo-isoindolin-2-yl)-1-[(4-methoxyphenyl)methyl]piperidine-2,6-dione OC=1C=C2CN(C(C2=CC1)=O)C1C(N(C(CC1)=O)CC1=CC=C(C=C1)OC)=O